ClC=1C(=CC=C2N=CC(=NC12)C=1C=NN(C1)CC1CCN(CC1)C(=O)OC(C)(C)C)OC=1C=CC2=C(N(C(=N2)C)COCC[Si](C)(C)C)C1 tert-Butyl 4-((4-(8-chloro-7-((2-methyl-1-((2-(trimethylsilyl)ethoxy)methyl)-1H-benzo[d]imidazol-6-yl)oxy)quinoxalin-2-yl)-1H-pyrazol-1-yl)methyl)piperidine-1-carboxylate